C(C)(C)(C)C=1C=C(C=C(C1O)C(C)(C)C)CCC(=O)Cl 3-(3,5-di-tert-butyl-4-hydroxyphenyl)propionyl chloride